propoxypropanol CCCOCCCO